BrC1=C(N(C2=CC(=CC=C2C1=O)C1=NC(=NC=C1F)N[C@H]1[C@@H](COCC1)O)C(C)C)C 3-bromo-7-(5-fluoro-2-(((3s,4r)-3-hydroxytetrahydro-2H-pyran-4-yl)amino)pyrimidin-4-yl)-1-isopropyl-2-methylquinolin-4(1H)-one